2-(tert-butyl) 1-methyl (1S,3aS,4S,7R,7aR)-8-hydroxy-1,3,3a,4,7,7a-hexahydro-2H-4,7-methanoisoindole-1,2-dicarboxylate OC1[C@@H]2[C@H]3CN([C@@H]([C@H]3[C@H]1C=C2)C(=O)OC)C(=O)OC(C)(C)C